C1(CC1)C1=C(C(=NO1)C=1C=NC=CC1C(F)(F)F)C1=CC2(C1)CCN(CC2)C2=CC=C1C=CN=NC1=C2 7-(2-(5-Cyclopropyl-3-(4-(trifluoromethyl)pyridin-3-yl)isoxazol-4-yl)-7-azaspiro[3.5]non-1-en-7-yl)cinnolin